C1(=CC=CC=C1)C1=C(C(=C(C=C1)N(C(=S)N(F)CC(Cl)(Cl)Cl)[N+](=O)[O-])NC(C)=O)C1=CC=CC=C1 Diphenyl-acetamidotrichloroethyl-fluoronitrophenyl-thiourea